Amino-1-(8-chloroisoquinolin-5-yl)-7-bromo-2-oxo-1,2-dihydroquinoline-3-carboxylic acid methyl ester COC(=O)C=1C(N(C2=CC(=CC=C2C1N)Br)C1=C2C=CN=CC2=C(C=C1)Cl)=O